((6-Chloro-4-((2-(methoxy-d3)-3-(1-methyl-1H-1,2,4-triazol-3-yl)phenyl)amino)pyridazine-3-carbonyl)oxy)zinc ClC1=CC(=C(N=N1)C(=O)O[Zn])NC1=C(C(=CC=C1)C1=NN(C=N1)C)OC([2H])([2H])[2H]